10-(Benzyloxy)-2-methyl-3-(3-(1,2,3,4-tetrahydroisochinolin-2-carbonyl)phenyl)-5,6-dihydro-2H-2,6-methanobenzo[g][1,3,5]oxadiazocin-4(3H)-on C(C1=CC=CC=C1)OC1=CC=CC=2C3NC(N(C(OC21)(C3)C)C3=CC(=CC=C3)C(=O)N3CC2=CC=CC=C2CC3)=O